C(C)(C)(C)C1=C(C(=CC=C1)C(C)(C)C)N=C(C)C(C)=NC1=C(C=CC=C1C(C)(C)C)C(C)(C)C 2,3-bis(2,6-di-tert-butylphenyl-imino)butane